tert-butyl (1S,2S,5R)-3-benzyl-2-((S)-1-hydroxypropyl)-3,8-diazabicyclo[3.2.1]octane-8-carboxylate C(C1=CC=CC=C1)N1[C@@H]([C@@H]2CC[C@H](C1)N2C(=O)OC(C)(C)C)[C@H](CC)O